C(CCC)C=1NC(C2=C(N1)CN(C2)C(=O)OC(C)(C)C)=O tert-butyl 2-butyl-4-oxo-3,4,5,7-tetrahydro-6H-pyrrolo[3,4-d]pyrimidine-6-carboxylate